C(C=C)(=O)N1C(CN(CC1)C1=NC(=NC=2CC(CCC12)N1CCCC2=CC(=CC=C12)OC)OCC1N(CCC1)CC)CC#N 2-(1-acryloyl-4-(2-((1-ethylpyrrolidin-2-yl)methoxy)-7-(6-methoxy-3,4-dihydroquinolin-1(2H)-yl)-5,6,7,8-tetrahydroquinazolin-4-yl)piperazin-2-yl)acetonitrile